C(C#C)OCCCCCN 5-(prop-2-yn-1-yloxy)pentan-1-amine